4-amino-5-hydroxynaphthalene-1-sulphonic acid NC1=CC=C(C2=CC=CC(=C12)O)S(=O)(=O)O